FC1=C(C(=C(C=C1OC)OC)F)N1C(N(C2=C(C1)C=NC1=C2C=C(N1)CCN1CC(C1)C#N)CC)=O 1-{2-[3-(2,6-difluoro-3,5-dimethoxyphenyl)-1-ethyl-2-oxo-2,3,4,7-tetrahydro-1H-pyrrolo[3',2':5,6]pyrido[4,3-d]pyrimidin-8-yl]ethyl}azetidine-3-carbonitrile